7-(3-(5-chloro-6-methoxypyridin-3-yl)-7,8-dihydro-1,6-naphthyridin-6(5H)-yl)-2-(difluoromethyl)-8,9-dimethyl-4H-pyrimido[1,2-b]pyridazin-4-one ClC=1C=C(C=NC1OC)C=1C=NC=2CCN(CC2C1)C=1C(=C(C=2N(N1)C(C=C(N2)C(F)F)=O)C)C